6-[1-(2-fluoro-6-trifluoromethoxy-phenyl)-piperidin-4-yl]-2-methyl-4-(2-trifluoromethyl-benzyl)-2,4,6,7-tetrahydro-pyrazolo[4,3-d]pyrimidin-5-one FC1=C(C(=CC=C1)OC(F)(F)F)N1CCC(CC1)N1C(N(C=2C(C1)=NN(C2)C)CC2=C(C=CC=C2)C(F)(F)F)=O